Calcium sulphur (S)-4-(2,6-Dimethoxyphenyl)-5-(6-methoxypyridin-2-yl)-N-((1-phenylethyl)sulfonyl)-4H-1,2,4-triazole-3-carboxamide COC1=C(C(=CC=C1)OC)N1C(=NN=C1C1=NC(=CC=C1)OC)C(=O)NS(=O)(=O)[C@@H](C)C1=CC=CC=C1.[S].[Ca]